ClC1=C(C=C(C=C1)C1=CN=C(S1)NC(=O)[C@@H]1CN(CC1)C#N)C(NC)=O (S)-N-(5-(4-chloro-3-(methylcarbamoyl)phenyl)thiazol-2-yl)-1-cyanopyrrolidine-3-carboxamide